NS(=O)(=O)C=1C=C(C=CC1C)NC1=NC=C(C(=N1)NC1=CC=C(C=C1)O[C@H]1CN(CCC1)C)F |r| Racemic-N2-(3-aminosulfonyl-4-methylphenyl)-5-fluoro-N4-{4-[(1-methylpiperidin-3-yl)oxy]phenyl}-2,4-pyrimidinediamine